C(C)OC([C@@H](C)C1CCCCC1)=O.[N+](=O)([O-])C1=CC=C(C=C1)C(C[TeH])C 1-nitro-4-(1-methylhydrotelluro-ethyl)benzene Ethyl-(S)-2-cyclohexylpropanoate